3-(5-(((1R,4R)-5-benzhydryl-2,5-diazabicyclo[2.2.1]heptane-2-yl)methyl)-7-fluoro-1-oxoisoindolin-2-yl)piperidine-2,6-dione C(C1=CC=CC=C1)(C1=CC=CC=C1)N1[C@H]2CN([C@@H](C1)C2)CC=2C=C1CN(C(C1=C(C2)F)=O)C2C(NC(CC2)=O)=O